C1(CC1)N[C@@H]1CN(CC1)C=1C2=CN(N=C2C(=CC1)C(=O)NC=1C=C(C=2N(C1)C=C(N2)C)F)C 4-[(3S)-3-(cyclopropylamino)pyrrolidin-1-yl]-N-{8-fluoro-2-methylimidazo[1,2-a]pyridin-6-yl}-2-methylindazole-7-carboxamide